FC1=C(C=C(C=C1)F)[C@H]1OC[C@@H](C[C@@H]1N)N1CC2=C(NC=3C=CC(=CC23)F)CC1 (2R,3S,5R)-2-(2,5-difluorophenyl)-5-(8-fluoro-1,3,4,5-tetrahydropyrido[4,3-b]indol-2-yl)tetrahydropyran-3-amine